S(=O)(=O)(O)CCO.S(=O)(=O)(O)CCO.N1C=NC=C1 imidazole di(isethionate) salt